4-methylcyclohex-3-ene-1-carboxylic acid CC1=CCC(CC1)C(=O)O